methyl-2-(2-methoxy-5-hydroxyphenyl)-2-methylpropanoic acid CCC(C(=O)O)(C)C1=C(C=CC(=C1)O)OC